ClC=1C(=NC(=NC1)NC1=C(C=C2CCN(CC2=C1)C)OC)N1CC2(COC2)CC1 N-(5-chloro-4-(2-oxa-6-azaspiro[3.4]octan-6-yl)pyrimidin-2-yl)-6-methoxy-2-methyl-1,2,3,4-tetrahydroisoquinolin-7-amine